O=C1NC(CCC1N1C(C2=CC=CC(=C2C1=O)CNC(CCCCCC)=O)=O)=O N-{(2-(2,6-dioxo(3-piperidyl))-1,3-dioxoisoindolin-4-yl)methyl}heptanamide